COC1=C(C=CC=C1)S(=O)[O-] (R)-2-methoxybenzenesulfinate